CC1(CC1)NC(O[C@H]1C[C@H](CC1)C1=CC(=NN1)NC(CC=1OC=C(N1)C)=O)=O (1R,3S)-3-(3-{[(4-methyl-1,3-oxazol-2-yl)acetyl]-amino}-1H-pyrazol-5-yl)-cyclopentyl (1-methyl-cyclopropyl)carbamate